F[C@@H]1CN(CC[C@H]1C1=CC=CC=2N(C(N(C21)C)=O)C2C(N(C(CC2)=O)CC2=CC=C(C=C2)OC)=O)C(=O)OC(C)(C)C Tert-butyl (3S,4S)-3-fluoro-4-[1-[1-[(4-methoxyphenyl)methyl]-2,6-dioxo-3-piperidyl]-3-methyl-2-oxo-benzimidazol-4-yl]piperidine-1-carboxylate